OC=1C(=C(C=C(C1)OC)CCC1=CC=C(C=C1)OC)O dihydroxy-5,4'-dimethoxybibenzyl